10-methoxy-3-neopentyl-1,3,4,6,7,11b-hexahydro-2H-pyrido[2,1-a]isoquinoline-2,9-diol COC1=C(C=C2CCN3C(C2=C1)CC(C(C3)CC(C)(C)C)O)O